1-tert-butoxycarbonyl-1-benzylhydrazine C(C)(C)(C)OC(=O)N(N)CC1=CC=CC=C1